(S)-3-(3-((1-amino-3,3-dimethylcyclohexyl)methoxy)-4-cyano-5-(methylsulfanyl)phenyl)imidazo[1,2-a]pyridine-5-carbonitrile N[C@@]1(CC(CCC1)(C)C)COC=1C=C(C=C(C1C#N)SC)C1=CN=C2N1C(=CC=C2)C#N